6-FLUORO-4-AZAINDOLE-3-CARBOXALDEHYDE FC1=CN=C2C(=CNC2=C1)C=O